tert-butyl (2-((4-(3-(4-methoxy-4-methylpiperidin-1-yl)phenyl)thiazol-2-yl)amino)-2-oxoethyl)carbamate COC1(CCN(CC1)C=1C=C(C=CC1)C=1N=C(SC1)NC(CNC(OC(C)(C)C)=O)=O)C